4-bromo-6-[(E)-but-2-enyl]-2-methyl-1H-pyrrolo[2,3-c]Pyridin-7-one BrC=1C2=C(C(N(C1)C\C=C\C)=O)NC(=C2)C